tert-butyl (S)-((1-(2-ethoxy-4,5-difluorobenzyl)pyrrolidin-3-yl)methyl)carbamate C(C)OC1=C(CN2C[C@@H](CC2)CNC(OC(C)(C)C)=O)C=C(C(=C1)F)F